tris(trifluoro-2,4-pentanedione) iron [Fe].FC(C(CC(C)=O)=O)(F)F.FC(C(CC(C)=O)=O)(F)F.FC(C(CC(C)=O)=O)(F)F